C(C)(=O)C1=NC=CN=C1 2-Acetyl-pyrazin